C(CCCCCCC)[O-] n-octanolate